C(C)(=O)N1CC2(C1)CC(N(CC2)CC2=C1C=CN(C1=C(C=C2OC)C)C(=O)OC(C)(C)C)C2=C(C=C(C=C2)C(=O)OC)[N+](=O)[O-] tert-Butyl 4-({2-acetyl-6-[4-(methoxycarbonyl)-2-nitrophenyl]-2,7-diazaspiro[3.5]nonan-7-yl}methyl)-5-methoxy-7-methylindole-1-carboxylate